(3R)-3-{[2-(1H-pyrazol-3-yl)[1,2,4]triazolo[1,5-c]quinazolin-5-yl]amino}azepan-2-one N1N=C(C=C1)C1=NN2C(=NC=3C=CC=CC3C2=N1)N[C@H]1C(NCCCC1)=O